tert-butyl 4-(4-methyl-1,2,4-triazol-3-yl)piperazine-1-carboxylate CN1C(=NN=C1)N1CCN(CC1)C(=O)OC(C)(C)C